2,5,7-trihydroxynaphthoquinone C1=C(C=C(C2=C1C(=O)C(=O)C=C2O)O)O